C12N(CC(CC1)CC2)CCNC(=O)C=2C=C(C(=NC2)C)NC(=O)C=2C=NN1C2SC(=C1)C1=CC=NC=C1 N-(5-((2-(2-azabicyclo[2.2.2]octan-2-yl)ethyl)carbamoyl)-2-methylpyridin-3-yl)-2-(pyridin-4-yl)pyrazolo[5,1-b]thiazole-7-carboxamide